2-methyl-1,4-dihydrobenzoic acid CC=1C(C(=O)O)C=CCC1